(5-methyl-2-((1-(1-methylpiperidin-4-yl)-1H-pyrazol-4-yl)amino)pyrimidin-4-yl)phenol CC=1C(=NC(=NC1)NC=1C=NN(C1)C1CCN(CC1)C)C1=C(C=CC=C1)O